tetraphenyl-dibenzo-indenopyrene methyl-1-(6-(((5-amino-1,3,4-thiadiazol-2-yl)oxy)methyl)pyridin-3-yl)cyclopropane-1-carboxylate COC(=O)C1(CC1)C=1C=NC(=CC1)COC=1SC(=NN1)N.C1(=CC=CC=C1)C=1C2=C(C(=C(C3=C4C(=C5C=CC=C(C1)C5=C32)C3=C2C(=C5C(=C3C4)C=CC=C5)C=CC=C2)C2=CC=CC=C2)C2=CC=CC=C2)C2=CC=CC=C2